CC1(N=CN(C1)COCC[Si](C)(C)C)CN1CN=CC2=CC=C(C=C12)C(F)(F)F 1-((4-Methyl-1-((2-(trimethylsilyl)ethoxy)methyl)-1H-imidazol-4-yl)methyl)-7-(trifluoromethyl)quinazoline